ClC=1C(=NC(=NC1)C=1C=NC=C(C1)F)C(F)(F)F 5-chloro-2-(5-fluoro-3-pyridyl)-4-(trifluoromethyl)pyrimidine